C1(CC1)N1C(C(=CC=C1)NC(=O)C=1C(=NC=2N(C1)C=C(N2)C21COC(C2)(C1)C)OCC)=O N-(1-cyclopropyl-2-oxo-1,2-dihydropyridin-3-yl)-7-ethoxy-2-(1-methyl-2-oxabicyclo[2.1.1]hexan-4-yl)imidazo[1,2-a]pyrimidine-6-carboxamide